ClC1=CC(=C(C=N1)C1=NN=C(S1)C1CCN(CC1)C(=O)OC(C)(C)C)NC tert-butyl 4-{5-[6-chloro-4-(methylamino)pyridin-3-yl]-1,3,4-thiadiazol-2-yl}piperidine-1-carboxylate